Cl.C1(CC1)[C@@H]1NCCC1 |r| rac-(R)-2-cyclopropylpyrrolidine hydrochloride